BrCC1=CC=C(C=C1)CC(=O)N(C)C 2-(4-(bromomethyl)phenyl)-N,N-dimethylacetamide